ClC1=CC=C(C[C@H]2CO[C@H](CN2C(=O)OC(C)(C)C)C(N(C)OC)=O)C=C1 (2R,5S)-tert-butyl 5-(4-chlorobenzyl)-2-(methoxy(methyl)carbamoyl)morpholine-4-carboxylate